CN(C1=NC(=NC(=C1)N1CC2(CCC1)CCCCC2)C(F)(F)F)CC2CN(CC2)S(=O)(=O)C N-methyl-N-((1-(methylsulfonyl)pyrrolidin-3-yl)methyl)-6-(2-azaspiro[5.5]undecan-2-yl)-2-(trifluoromethyl)pyrimidin-4-amine